1-(4-(1-(trifluoromethyl)cyclopropyl)phenyl)ethanone FC(C1(CC1)C1=CC=C(C=C1)C(C)=O)(F)F